C(C1=CC=CC=C1)(C1=CC=CC=C1)N1C(CN(CC1)CC=1C=C2C(N(C(C2=CC1)=O)C1C(NC(CC1)=O)=O)=O)(C)C 5-((4-benzhydryl-3,3-dimethylpiperazin-1-yl)methyl)-2-(2,6-dioxopiperidin-3-yl)isoindoline-1,3-dione